P(=O)(OC(C(CBr)(C)C)(Br)Br)(OC(C(CBr)(C)C)(Br)Br)OC(C(CBr)(C)C)(Br)Br tri(tribromoneopentyl) phosphate